(S)-N-[(2S,3R)-1-amino-3-hydroxy-1-oxobutan-2-yl]-1-[(S)-1-((2S,3R)-2-amino-3-hydroxybutanoyl)pyrrolidine-2-carbonyl]pyrrolidine-2-carboxamide NC([C@H]([C@@H](C)O)NC(=O)[C@H]1N(CCC1)C(=O)[C@H]1N(CCC1)C([C@H]([C@@H](C)O)N)=O)=O